Cl.OC1CC(N(C1)C([C@H](C(C)C)N1C(C2=CC=CC=C2C1)=O)=O)C(=O)N 4-hydroxy-1-((S)-3-methyl-2-(1-oxoisoindolin-2-yl)butanoyl)pyrrolidine-2-carboxamide hydrochloride